6-((4-((2-methoxy-4-(methoxymethyl)phenyl)amino)-2-methyl-3-oxo-2,3-dihydro-1H-pyrazolo[3,4-b]pyridin-6-yl)amino)pyridinecarbonitrile COC1=C(C=CC(=C1)COC)NC1=C2C(=NC(=C1)NC1=CC=CC(=N1)C#N)NN(C2=O)C